2-chloro-5-fluoro-7-(sec-butyl)imidazo[4,3-f][1,2,4]triazine ClC1=NN2C(C=N1)=C(N=C2C(C)CC)F